ClC=1C(=C(C=CC1)NC(=O)NC1=CC(=NC=C1)F)CO 1-(3-chloro-2-hydroxymethylphenyl)-3-(2-fluoropyridin-4-yl)urea